4'-(2-acetoxyethoxy)-3'-bromo-[1,1'-biphenyl]-4-carboxylic acid ethyl ester C(C)OC(=O)C1=CC=C(C=C1)C1=CC(=C(C=C1)OCCOC(C)=O)Br